4-(1-phenylethoxycarbonylamino)pyrimidin C1(=CC=CC=C1)C(C)OC(=O)NC1=NC=NC=C1